OC(CN(CCC1N(CCNC1)CC)CC(CCCCCCCCCC)O)CCCCCCCCCC 2-((2-(bis(2-hydroxydodecyl)amino)ethyl)piperazin-1-yl)ethan